4-(tert-butyl)-2-aminophenol C(C)(C)(C)C1=CC(=C(C=C1)O)N